FC1(CN(CC[C@H]1NC1=NN2C(C(=N1)OC)=C(C=C2)C=2C=CC1=C(N(N=N1)[C@@H](C(F)(F)F)C)C2)C(C)=O)F 1-((R)-3,3-difluoro-4-((4-methoxy-5-(1-((R)-1,1,1-trifluoropropan-2-yl)-1H-benzo[d][1,2,3]triazol-6-yl)pyrrolo[2,1-f][1,2,4]triazin-2-yl)amino)piperidin-1-yl)ethan-1-one